C1=CC(=C2C(=C1O)OC3=CC(=CC(=C3C2=O)O)O)O[C@H]4[C@@H]([C@H]([C@@H]([C@H](O4)CO)O)O)O The molecule is a beta-D-glucoside that is bellidin in which a beta-D-glucopyranosyl residue is attached at position O-8. A natural product found particularly in Gentiana campestris and Gentiana germanica. It has a role as an EC 3.1.1.7 (acetylcholinesterase) inhibitor and a metabolite. It is a member of xanthones and a beta-D-glucoside. It derives from a bellidin.